2-(trimethylsilyl)ethyl-(3R,4R)-3-{[{(1R)-1-[1-benzyl-4-(2,5-difluorophenyl)-1H-pyrrole-2-yl]-2,2-dimethyl-propyl}(chloroacetyl)amino]methyl}-4-fluoropyrrolidine-1-carboxylate C[Si](CCOC(=O)N1C[C@H]([C@H](C1)F)CN(C(CCl)=O)[C@H](C(C)(C)C)C=1N(C=C(C1)C1=C(C=CC(=C1)F)F)CC1=CC=CC=C1)(C)C